2-[(4-{6-[(4-chloro-2-fluorobenzyl)oxy]pyridin-2-yl}piperidin-1-yl)methyl]-1-(3-methoxypropyl)-1H-benzimidazole-6-carboxylic acid ClC1=CC(=C(COC2=CC=CC(=N2)C2CCN(CC2)CC2=NC3=C(N2CCCOC)C=C(C=C3)C(=O)O)C=C1)F